FC1=C(C=CC(=C1F)O)C1=CC2=C(N=C(N=C2)SC)N(C1=O)C(C)C 6-(2,3-Difluoro-4-hydroxyphenyl)-8-isopropyl-2-(methylthio)pyrido[2,3-d]pyrimidin-7(8H)-one